ClC1=C(C(=CC=C1Cl)OC)[C@H]1C[C@@H]2N(C(OC2CCO)=O)C1 (6R,7aS)-6-(2,3-dichloro-6-methoxyphenyl)-1-(2-hydroxyethyl)tetrahydro-1H,3H-pyrrolo[1,2-c]oxazol-3-one